FC=1C(=CC(=NC1)C=O)C(F)(F)F 5-fluoro-4-(trifluoromethyl)picolinaldehyde